C1(CC1)C=1C=NN2C1N=C(N=C2NCC2=NN=C(N2)C2=CC=CC=C2)S(=O)(=O)C 8-cyclopropyl-2-(methanesulfonyl)-N-[(5-phenyl-4H-1,2,4-triazol-3-yl)methyl]pyrazolo[1,5-a][1,3,5]triazin-4-amine